8-fluoro-3-(3-hydroxyphenyl)-2-methyl-quinazolin-4(3H)-one FC=1C=CC=C2C(N(C(=NC12)C)C1=CC(=CC=C1)O)=O